N=1N(N=CC1)C1=C(C=C(C=N1)NC(C1=C(C=C(C(=C1)F)C1=C(C=NC=C1C#C)N)Cl)=O)C(F)(F)F N-(6-(2H-1,2,3-triazol-2-yl)-5-(trifluoromethyl)pyridin-3-yl)-4-(3-amino-5-ethynylpyridine-4-yl)-2-chloro-5-fluorobenzamide